NC=1C=C(CCN2C(OC(C2=O)C)C=2C(=NN(C2)C2=CC=C(C=C2)Br)C2=CC=C(C=C2)F)C=CC1 3-(3-Aminophenethyl)-2-(1-(4-bromophenyl)-3-(4-fluorophenyl)-1H-pyrazol-4-yl)-5-methyloxazolidin-4-one